CN1C(N(C(C1=CC=1C=NC=CC1)=O)C1=CC=C(C=C1)C)=[Se] 1-methyl-5-(pyridin-3-ylmethylene)-2-selenoxo-3-(4-tolyl)imidazolidin-4-one